1-isopropylpiperidin-2-one C(C)(C)N1C(CCCC1)=O